1,4-dioxine-2-methanol O1C(=COC=C1)CO